FC(OC=1C=CC(=C(C1)N1C(C(C=2C1=NC=C(C2)C(=O)N[C@@]2(CS(CC2)(=O)=O)C)(C)C)=O)F)F 1-[5-(difluoromethoxy)-2-fluoro-phenyl]-3,3-dimethyl-N-[(3S)-3-methyl-1,1-dioxo-thiolan-3-yl]-2-oxo-pyrrolo[2,3-b]pyridine-5-carboxamide